(N-[4-amino-5-(pyridine-4-carbonyl)thiazol-2-yl]-4-fluoro-anilino)propanamide NC=1N=C(SC1C(=O)C1=CC=NC=C1)N(C1=CC=C(C=C1)F)C(C(=O)N)C